O1CC(=CCC1)C1=C(C=CC(=C1)CN1N=C2C(=C1C1=C(C=CC=C1)F)CN(C2)C)O 2-(5,6-dihydro-2H-pyran-3-yl)-4-((3-(2-fluorophenyl)-5-methyl-5,6-dihydropyrrolo[3,4-c]pyrazole-2(4H)-yl)methyl)phenol